C(C)(=O)OCC(=O)N(CCCN1C(C2=CC=CC=C2C1=O)=O)[C@H](C(C)(C)C)C=1N(C=C(N1)C1=C(C=CC(=C1)F)F)CC1=CC=CC=C1 2-({(1R)-1-[1-Benzyl-4-(2,5-difluorophenyl)-1H-imidazol-2-yl]-2,2-dimethylpropyl}[3-(1,3-dioxo-1,3-dihydro-2H-isoindol-2-yl)propyl]amino)-2-oxoethyl acetate